8-{3-[(4,4-dimethylpentyl)oxy]-2-oxopyrrolidin-1-yl}-12,12-dimethyl-2λ6-thia-3,9,11,18,23-pentaazatetracyclo[17.3.1.111,14.05,10]tetracosa-1(22),5,7,9,19(23),20-hexaene-2,2,4-trione CC(CCCOC1C(N(CC1)C1=CC=C2C(NS(C3=CC=CC(NCCCC4CC(N(C2=N1)C4)(C)C)=N3)(=O)=O)=O)=O)(C)C